Cl.S1C=NC=C1CN 1-(1,3-thiazol-5-yl)methanamine hydrochloride